2-((2S)-1-Acryloyl-4-(7-(3,4-dihydroquinolin-1(2H)-yl)-2-(3-morpholinoazetidin-1-yl)-5,6,7,8-tetrahydroquinazolin-4-yl)piperazin-2-yl)acetonitrile C(C=C)(=O)N1[C@H](CN(CC1)C1=NC(=NC=2CC(CCC12)N1CCCC2=CC=CC=C12)N1CC(C1)N1CCOCC1)CC#N